3-[(4S)-2-(4-Fluoro-3,5-dimethylphenyl)-4-methyl-4,5,6,7-tetrahydropyrazolo[4,3-c]pyridin-3-yl]-1H-imidazol-2-one Hydrochloride Cl.FC1=C(C=C(C=C1C)N1N=C2C([C@@H](NCC2)C)=C1N1C(NC=C1)=O)C